C(C1=CC=CC=C1)N1N=C(C=CC1=O)C1=CC=C(C=C1)SC 2-benzyl-6-(4-(methylthio)phenyl)pyridazin-3(2H)-one